N-(4-amino-2-methyl-4-oxobutan-2-yl)-2-methyl-5-((4-methylthiazol-5-yl)methoxy)benzofuran NC(CC(C)(C)N1CSC(=C1C)COC=1C=CC2=C(C=C(O2)C)C1)=O